NCCCCNC(=O)C1=CC=C(C=N1)C=1C=C2C(=C(C=NC2=CC1)C(=O)NC)NC1=CC=CC=C1 6-[6-(4-aminobutylcarbamoyl)-3-pyridyl]-4-anilino-N-methyl-quinoline-3-carboxamide